CC[C@@]12CCCN3[C@@H]1C4=C(CC3)C5=CC=CC=C5N4[C@](C2)(C(=O)OC)O The molecule is a vinca alkaloid, an alkaloid ester, an organic heteropentacyclic compound, a methyl ester and a hemiaminal. It has a role as an antihypertensive agent, a vasodilator agent and a metabolite. It derives from an eburnamenine.